(R)-N-((1R,2R)-1-(3-chloro-4-cyclopropoxyphenyl)-1-hydroxy-3-(pyrrolidin-1-yl)propan-2-yl)-1-(p-tolyl)pyrrolidine-3-carboxamide ClC=1C=C(C=CC1OC1CC1)[C@H]([C@@H](CN1CCCC1)NC(=O)[C@H]1CN(CC1)C1=CC=C(C=C1)C)O